(S)-2-(1,3-dimethyl-7-oxo-1,7-dihydro-6H-pyrazolo[3,4-d]pyridazin-6-yl)-N-(1-(5-(trifluoromethyl)pyridin-2-yl)ethyl)acetamide CN1N=C(C2=C1C(N(N=C2)CC(=O)N[C@@H](C)C2=NC=C(C=C2)C(F)(F)F)=O)C